C(C)(C)(C)[Al](C(C)(C)C)C(C)(C)C tritertiarybutyl-aluminum